(1H-pyrazolyl)methanol N1(N=CC=C1)CO